ClC1=CC=CC(=N1)NC1=CC(=NC=N1)NC=1C(=C2CNC(C2=CC1)=O)OC 5-((6-((6-Chloropyridin-2-yl)amino)pyrimidin-4-yl)amino)-4-methoxyisoindolin-1-one